ClC=1C=C(C=CC1F)NC(=O)C=1N(S(N=C(C1)C1=CC=NS1)(=O)=O)C N-(3-chloro-4-fluorophenyl)-5-(isothiazol-5-yl)-2-methyl-2H-1,2,6-thiadiazine-3-carboxamide 1,1-dioxide